C(C)(C)(C)OC(=O)NCC1=CC=C(COC=2C=CC(=C(C2)N[C@H](C(C)C)C(=O)OCC2=CC=CC=C2)C[C@@H](CO)NC(=O)OC)C=C1 benzyl (5-((4-(((tert-butoxycarbonyl)amino)methyl)benzyl)oxy)-2-((S)-3-hydroxy-2-((methoxycarbonyl)amino)propyl)phenyl)-D-valinate